ClC=1C=C(C=CC1F)[C@@H](CO)NC(=O)C1=CN(C=C1)C1=NC(=NC=C1C)NC1=CC=C(C=C1)F (S)-N-(1-(3-chloro-4-fluorophenyl)-2-hydroxy-ethyl)-1-(2-((4-fluoro-phenyl)-amino)-5-methyl-pyrimidin-4-yl)-1H-pyrrole-3-carboxamide